C(C)(C)(C)C(CC1=CC=CC=C1)N(C(O)=O)CCCN1C(C2=CC=CC=C2C1=O)=O.C1=CC=CC=2C3=CC=CC=C3C(C12)COC(=O)NCCN([C@@H](C)C(=O)O)CCCCCC N-(2-((((9H-fluoren-9-yl)methoxy)carbonyl)amino)ethyl)-N-hexyl-L-alanine tert-Butyl-(3-(1,3-dioxoisoindolin-2-yl)propyl)(phenethyl)carbamate